5-bromo-1,3-dihydrobenzo[c]selenophene BrC1=CC2=C(C[Se]C2)C=C1